2-amino-7-methoxy-1-propyl-1H-benzo[d]imidazole-5-amide NC1=NC2=C(N1CCC)C(=CC(=C2)C(=O)N)OC